The molecule is an organic salt obtained by combining guanidine with one molar equivalent of acetic acid. It contains a guanidinium and an acetate. CC(=O)O.C(=N)(N)N